copper-copper-silver [Ag].[Cu].[Cu]